2-bromo-4-(methylsulfonyl)benzoic acid BrC1=C(C(=O)O)C=CC(=C1)S(=O)(=O)C